CN1CCC(CC1)NC1=C2C=C(N(C2=CC=C1)CC(F)(F)F)C1=NOC(=N1)CNC(=O)C=1SC=CN1 N-[(3-{4-[(1-methylpiperidin-4-yl)amino]-1-(2,2,2-trifluoroethyl)-1H-indol-2-yl}-1,2,4-oxadiazol-5-yl)methyl]-1,3-thiazole-2-carboxamide